N1C(C(C2=CC=CC=C12)=NO)=C1C(NC2=CC=CC=C12)=O 1H,1'H-[2,3]biindolylidene-3,2'-dione-3-oxime